3-(5-(8-cyclobutyl-4-(pyrrolidin-1-ylmethyl)-1,5-naphthyridin-2-yl)-1-oxoisoindolin-2-yl)piperidine-2,6-dione formate C(=O)O.C1(CCC1)C=1C=CN=C2C(=CC(=NC12)C=1C=C2CN(C(C2=CC1)=O)C1C(NC(CC1)=O)=O)CN1CCCC1